2-(4-(ethylsulfonyl)phenyl)-N-(4-(1-isopropyl-6-methyl-1H-benzo[d]imidazol-2-yl)phenyl)acetamide C(C)S(=O)(=O)C1=CC=C(C=C1)CC(=O)NC1=CC=C(C=C1)C1=NC2=C(N1C(C)C)C=C(C=C2)C